CC(=O)N[C@@H](CS)C(=O)O.Cl N-Acetyl-L-Cysteine hydrochloride